N-(6-(4-chlorophenyl)-1-cyclopentyl-1H-pyrazolo[3,4-d]pyrimidin-4-yl)-5-nitrothiophene-2-carboxamide ClC1=CC=C(C=C1)C1=NC(=C2C(=N1)N(N=C2)C2CCCC2)NC(=O)C=2SC(=CC2)[N+](=O)[O-]